Cis-1-methyl-3-((5-(quinoxalin-6-yl)pyrrolo[2,1-f][1,2,4]triazin-2-yl)amino)cyclobutan-1-ol CC1(CC(C1)NC1=NN2C(C=N1)=C(C=C2)C=2C=C1N=CC=NC1=CC2)O